3-(sec-butyl)-4-(3,3-difluoroazetidine-1-carbonyl)-1,3,4,5-tetrahydro-2H-benzo[1,4]diazepin-2-one C(C)(CC)C1C(NC2=C(CN1C(=O)N1CC(C1)(F)F)C=CC=C2)=O